3-methyl-2-(2-((3S,4R)-3-methyltetrahydro-2H-pyran-4-yl)-2H-pyrazolo[3,4-b]pyrazin-6-yl)-5-(trifluoromethyl)phenol CC=1C(=C(C=C(C1)C(F)(F)F)O)C=1C=NC=2C(N1)=NN(C2)[C@H]2[C@@H](COCC2)C